C(C)C1=NC=2C(=NC(=CC2C)C)N1CC1=CC=C(C=C1)C1=C(SC(=C1)C=1C(=NC=CC1)OC)S(=O)(=O)NC(OCCCC)=O Butyl (3-(4-((2-ethyl-5,7-dimethyl-3H-imidazo[4,5-b]pyridin-3-yl)methyl) phenyl)-5-(2-methoxypyridin-3-yl)thiophen-2-yl)sulfonylcarbamate